CC=1C=CC2=C(C(C3=NC4=C(C(=CC=C4N=C3C2=O)N2CCN(CC2)C)C(F)(F)F)=O)N1 2-Methyl-9-(4-methylpiperazin-1-yl)-10-(trifluoromethyl)pyrido[2,3-b]phenazin-5,12-dion